CN(C(C(CC)(C)C)=O)CC1=C(C(=C(C=C1)F)F)F N,2,2-trimethyl-N-(2,3,4-trifluorobenzyl)butanamide